phenyltin triacrylate C(C=C)(=O)[O-].C(C=C)(=O)[O-].C(C=C)(=O)[O-].C1(=CC=CC=C1)[Sn+3]